[I-].FC(C1(CCCC1)C[Zn+])(F)F ((1-(trifluoromethyl)cyclopentyl)methyl)zinc(II) iodide